tert-butyl (E)-2-(2,6-dimethyl-4-(3-(6-(methylthio)benzo[b]thiophen-2-yl)-3-oxoprop-1-en-1-yl)phenoxy)-2-methylpropanoate CC1=C(OC(C(=O)OC(C)(C)C)(C)C)C(=CC(=C1)\C=C\C(=O)C1=CC2=C(S1)C=C(C=C2)SC)C